O(C1=CC=CC=C1)CC1CCNCC1 4-(Phenoxymeth-yl)piperidine